O=C1NC(CCC1N1C(C2=CC=CC(=C2C1=O)OCCCCCCCCCN1CCC(CC1)N1N=CC(=C1)NC1=NN2C(C=N1)=CC=C2C2=CC=CC=C2)=O)=O 2-(2,6-dioxopiperidin-3-yl)-4-((9-(4-(4-((7-phenylpyrrolo[2,1-f][1,2,4]triazin-2-yl)amino)-1H-pyrazol-1-yl)piperidin-1-yl)nonyl)oxy)isoindolin-1,3-dione